(2R)-[(3R,4S)-3-{[3-endo-(1H-Benzimidazol-1-yl)-8-azabicyclo[3.2.1]oct-8-yl]methyl}-4-(3-fluorophenyl)pyrrolidin-1-yl](cyclohexyl)ethanoic acid N1(C=NC2=C1C=CC=C2)C2CC1CCC(C2)N1C[C@H]1CN(C[C@@H]1C1=CC(=CC=C1)F)[C@@H](C(=O)O)C1CCCCC1